(R)-3-(6-(2-benzyl-4-(methylsulfonyl)piperazin-1-yl)-1-methyl-1H-pyrazolo[4,3-c]pyridin-3-yl)-2,6-difluoro-5-(trifluoromethyl)phenol C(C1=CC=CC=C1)[C@H]1N(CCN(C1)S(=O)(=O)C)C1=CC2=C(C=N1)C(=NN2C)C=2C(=C(C(=C(C2)C(F)(F)F)F)O)F